S(=O)(=O)(O)CCCCOCCCCS(=O)(=O)O Sulfo-Butyl Ether